Ethyl 2-acetamido-6-(2-(1,5-dimethyl-1H-1,2,3-triazol-4-yl)ethyl)-7-oxo-6-phenyl-4,5,6,7-tetrahydrobenzo[b]thiophene-3-carboxylate C(C)(=O)NC1=C(C2=C(S1)C(C(CC2)(C2=CC=CC=C2)CCC=2N=NN(C2C)C)=O)C(=O)OCC